C(C)(C)(C)OC(NC=1C=C2C(=NC1)N(N=C2C(N)=O)CC(=O)N(C2CC2)CC(=O)NCC2=C(C(=CC=C2)Cl)F)=O (3-carbamoyl-1-(2-((2-((3-chloro-2-fluorobenzyl)amino)-2-oxoethyl)(cyclopropyl)amino)-2-oxoethyl)-1H-pyrazolo[3,4-b]Pyridin-5-yl)carbamic acid tert-butyl ester